Methyl 3-[[4-[(3S)-3-(tert-butoxycarbonylamino)-5-methyl-hexyl]-6-(2,6-dimethylphenyl)-5-fluoro-pyrimidin-2-yl]sulfamoyl]benzoate C(C)(C)(C)OC(=O)N[C@@H](CCC1=NC(=NC(=C1F)C1=C(C=CC=C1C)C)NS(=O)(=O)C=1C=C(C(=O)OC)C=CC1)CC(C)C